OC[C@@H]1[C@H]([C@@H]([C@H](OC1OC1=C2C=CC(OC2=CC(=C1)CCC(CC)C)(CCC=C(C)C)C)O)O)O (2S,3S,4R,5R)-5-(hydroxymethyl)-6-{[2-methyl-2-(4-methylpent-3-en-1-yl)-7-(3-methylpentyl)-2H-chromen-5-yl]oxy}oxane-2,3,4-triol